5-(cyclopent-1-en-1-yl)-4-hydroxy-6-methylnicotinic acid C1(=CCCC1)C=1C(=NC=C(C(=O)O)C1O)C